C(C)OCCOCCN 2-(2-ethoxyethoxy)ethane-1-amine